N1=CN=C2NC=NC2=C1C=1C(=NC=CC1)NC=1C=C(C=CC1Cl)NC(C1=NC=CC(=C1)C(F)(F)F)=O N-(3-((3-(9H-purin-6-yl)pyridin-2-yl)amino)-4-chlorophenyl)-4-(trifluoromethyl)picolinamide